triethylamine alanine salt N[C@@H](C)C(=O)O.C(C)N(CC)CC